C(C)[Si](OC(C)CC)(OC(C)CC)CCCSSCCC[Si](OC(C)CC)(OC(C)CC)CC bis(ethyl di-sec-butoxysilylpropyl) disulfide